C(=O)C1[C@@H]2CCN([C@H]([C@H]2CCC1)C)C(CC1=C(C#N)C=CC(=C1Cl)OC)=O 2-[2-[(1S,4aR,8aS)-5-formyl-1-methyl-3,4,4a,5,6,7,8,8a-octahydro-1H-isoquinolin-2-yl]-2-oxoethyl]-3-chloro-4-methoxybenzonitrile